OC(CCCCCCCCCCCCCCCCC(=O)OCC(O)CO)(O)O glycerol trihydroxystearate